2-azido-2-fluoro-1-(m-tolyl)ethane-1-one N(=[N+]=[N-])C(C(=O)C=1C=C(C=CC1)C)F